1-(4-Chlorophenyl)-2-(4-fluorophenyl)-2,11-dihydroimidazo[1',5':1,2]pyrido[3,4-b]indol-4-ium chloride [Cl-].ClC1=CC=C(C=C1)C=1N(C=[N+]2C1C=1NC3=CC=CC=C3C1C=C2)C2=CC=C(C=C2)F